COC(C(C[C@@H](C)[C@H]1CC[C@H]2[C@@H]3C([C@@H]([C@@H]4CCCC[C@]4(C)[C@H]3CC[C@]12C)CC)=O)O)=O hydroxy-6α-ethyl-7-oxo-5β-cholane-24-oic acid methyl ester